C(=O)O.C(=O)O.C1(CCCCC1)[C@@H](C(=O)N1C(CCC1)C(=O)N[C@@H]1CCCC2=CC=CC=C12)NC[C@H](C)NC 1-((S)-2-cyclohexyl-2-((S)-2-(methylamino)propylamino)acetyl)-N-((R)-1,2,3,4-tetrahydronaphthalen-1-yl)pyrrolidine-2-carboxamide diformate